(S)-(+)-2,5-diaminopentanoic acid N[C@H](C(=O)O)CCCN